[Li+].ClC=1C=CC(=C(C1)C1=CC(=C(N=N1)N1CC(OCC1)C(=O)[O-])NC1=CC(=NC=C1)NC(CCN1CCN(CC1)C)=O)F 4-[6-(5-chloro-2-fluorophenyl)-4-({2-[3-(4-methylpiperazin-1-yl)propanamido]pyridin-4-yl}amino)pyridazin-3-yl]-morpholine-2-carboxylate lithium salt